O1CC(C1)C=1N=CC(=NC1)NC(OC(C)(C)C)=O tert-butyl (5-(oxetan-3-yl)pyrazin-2-yl)carbamate